7-ethyl-2-methoxy-5,6,6a,7,8,9,10,13-octahydro-12H-6,9-methanopyrido[1',2':1,2]azepino[4,5-b]indol-12-one C(C)C1CC2CN3C1C(C=1NC4=CC=C(C=C4C1CC3=O)OC)C2